(4S)-1-(2,2-difluoroethoxy)-5,5-difluoro-3-methanesulfonyl-4H,5H,6H-cyclopenta[c]thiophen-4-ol FC(COC=1SC(=C2C1CC([C@H]2O)(F)F)S(=O)(=O)C)F